1''-[[1,1'-binaphthalene]-2,2'-diylbis(oxy)]di([1,2'-binaphthalene]-4'-carboxylic acid) C1(=C(C=CC2=CC=CC=C12)OC1=C(C2=CC=CC=C2C=C1)C1=CC2=CC=CC=C2C(=C1)C(=O)O)C1=C(C=CC2=CC=CC=C12)OC1=C(C2=CC=CC=C2C=C1)C1=CC2=CC=CC=C2C(=C1)C(=O)O